N-(2-((2R,3R)-1-ethyl-2-methylpyrrolidin-3-yl)thieno[2,3-b]pyridin-4-yl)-6-fluorobenzo[d]thiazol-5-amine C(C)N1[C@@H]([C@@H](CC1)C1=CC=2C(=NC=CC2NC=2C(=CC3=C(N=CS3)C2)F)S1)C